(S)-6-(1-(4-fluoro-2-(trifluoromethyl)benzyl)-1H-pyrazole-4-carbonyl)-2-(1-(trifluoromethyl)cyclopropane-1-carbonyl)-2,6-diazaspiro[3.4]octane-8-carboxylic acid FC1=CC(=C(CN2N=CC(=C2)C(=O)N2CC3(CN(C3)C(=O)C3(CC3)C(F)(F)F)[C@@H](C2)C(=O)O)C=C1)C(F)(F)F